C(C)(C)(C)OC(CP(=O)(OC)OC)=O dimethoxyphosphoryl-acetic acid tert-butyl ester